OCC=1OC2=C(C1)C=C(C=C2)C2=NC1=CC(=CC(=C1C(N2)=O)OC)OC 2-(2-hydroxymethyl-benzofuran-5-yl)-5,7-dimethoxy-3H-quinazolin-4-one